3-chloro-5-(2-cyanopropan-2-yl)-N-{(1S)-1-[1-(5-cyanopyridin-2-yl)-1H-1,2,4-triazol-5-yl]ethyl}benzamide ClC=1C=C(C(=O)N[C@@H](C)C2=NC=NN2C2=NC=C(C=C2)C#N)C=C(C1)C(C)(C)C#N